1H-benzo[g]indole-3-sulfonyl chloride N1C=C(C2=CC=C3C(=C12)C=CC=C3)S(=O)(=O)Cl